O=C1NC(CCC1N1C(C2=CC=CC=C2C1=O)=O)=O (2,6-dioxopiperidin-3-yl)-1H-isoindole-1,3(2H)-dione